FC1=CC=C(C=C1)N1N=CC2=C1C=C1CCN(C[C@]1(C2)C(=O)OC)S(=O)(=O)C2=NN(N=C2)C (R)-methyl 1-(4-fluorophenyl)-6-((2-methyl-2H-1,2,3-triazol-4-yl)sulfonyl)-4,4a,5,6,7,8-hexahydro-1H-pyrazolo[3,4-g]isoquinoline-4a-carboxylate